FC(CNC1=NN2C(C=N1)=C(C=C2)C=2C=NC=1N(C2)C(=CN1)C)(C)F N-(2,2-difluoropropyl)-5-(3-methylimidazo[1,2-a]pyrimidin-6-yl)pyrrolo[2,1-f][1,2,4]triazin-2-amine